COC(CCC[C@@H](C)[C@H]1CC[C@@H]2[C@@]1(CC[C@@H]1[C@]3(CC[C@@H]([C@@H]([C@@H]3CC[C@@H]21)O)OC(C)=O)C)C)=O (5R)-5-[(1R,3aS,3bS,5aR,6R,7S,9aR,9bS,11aR)-7-acetoxy-6-hydroxy-9a,11a-dimethylhexadecahydro-1H-cyclopenta[1,2-a]phenanthrene-1-yl]hexanoic acid methyl ester